N-(2-aminoethyl)-4-(2-chloro-4-(5-(4-(cyanomethoxy)-2,3-difluorophenyl)-1-methyl-1H-imidazole-2-carboxamido)benzoyl)piperazine-1-carboxamide 2,2,2-trifluoroacetate FC(C(=O)O)(F)F.NCCNC(=O)N1CCN(CC1)C(C1=C(C=C(C=C1)NC(=O)C=1N(C(=CN1)C1=C(C(=C(C=C1)OCC#N)F)F)C)Cl)=O